[Br-].C(CO)O ethylene glycol bromide